tert-Butyl (3R,4R)-3-(1-(3-fluoro-5-(trifluoromethyl)pyridin-2-yl)-1H-pyrrolo[3,2-c]pyridine-6-carboxamido)-4-(2-hydroxy-2-methylpropoxy)pyrrolidine-1-carboxylate FC=1C(=NC=C(C1)C(F)(F)F)N1C=CC=2C=NC(=CC21)C(=O)N[C@@H]2CN(C[C@H]2OCC(C)(C)O)C(=O)OC(C)(C)C